ClC1=CC=C(CN2CC(CCC2)C2=CC=NC=3N2N=C(C3CNCCOC(C)C)C)C=C1 N-((7-(1-(4-Chlorobenzyl)piperidin-3-yl)-2-methylpyrazolo[1,5-a]pyrimidin-3-yl)methyl)-2-isopropoxyethan-1-amine